methyl 2-[[6-[7-(methoxymethyl)-8-(prop-2-enoylamino)-2-naphthyl]pyridine-2-carbonyl]amino]acetate COCC1=CC=C2C=CC(=CC2=C1NC(C=C)=O)C1=CC=CC(=N1)C(=O)NCC(=O)OC